NC1=NC=2C=C(C(=CC2C2=C1C=NN2C)C(=O)N2C[C@@H](CC2)OC2=NC=C(C=C2)C(F)(F)F)F (4-amino-7-fluoro-1-methyl-1H-pyrazolo[4,3-c]quinolin-8-yl)((3R)-3-((5-(trifluoromethyl)-2-pyridinyl)oxy)-1-pyrrolidinyl)methanone